O(CC1=CC=CC=C1)CC1=CC=CC=C1 oxybis(methylene)dibenzene